2-methyl-5-phenyl-N-(3-(2-oxopropyl)-1,2,4-thiadiazol-5-yl)furan-3-carboxamide tert-butyl-(8-bromo-2-isopropyl-6-methoxy-3-oxo-2,3-dihydro-4H-1,4-benzoxazin-4-yl)acetate C(C)(C)(C)OC(CN1C(C(OC2=C1C=C(C=C2Br)OC)C(C)C)=O)=O.CC=2OC(=CC2C(=O)NC2=NC(=NS2)CC(C)=O)C2=CC=CC=C2